BrC1=C(C(=NC=C1)N1C(C2=C(CC1)C1=C(S2)CCCC1)=O)C 2-(4-bromo-3-methylpyridin-2-yl)-3,4,5,6,7,8-hexahydrobenzo[4,5]thieno[2,3-c]pyridin-1(2H)-one